CO[C@@]1(COCC1)C1=CC(=CC(=N1)C=1C=C(N2C=NC(=CC21)N)C=2C=NN(C2)C)C (R)-5-(6-(3-methoxytetrahydrofuran-3-yl)-4-methylpyridin-2-yl)-7-(1-methyl-1H-pyrazol-4-yl)pyrrolo[1,2-c]pyrimidin-3-amine